3-methoxy-5-(1-methyl-6-morpholino-1H-benzo[d]imidazol-2-yl)benzene-1,2-diol COC1=C(C(=CC(=C1)C1=NC2=C(N1C)C=C(C=C2)N2CCOCC2)O)O